ClC1=C(C(=C(C=C1)NC=1C(C(C1N[C@H](CC)C1=CC=CC=C1)=O)=O)O)S(=O)(=O)N1CC2N(CC1)CCC2 3-(4-chloro-3-(hexahydropyrrolo[1,2-a]pyrazin-2(1H)-ylsulfonyl)-2-hydroxyphenylamino)-4-((R)-1-phenylpropylamino)cyclobut-3-ene-1,2-dione